norbornadiene dichloride [Cl-].[Cl-].C12=CC=C(CC1)C2